C(CC)N1C=2N(C=3N=C(NC3C1=O)C=1C=NN(C1)CC#CC1=CC(=CC=C1)C(F)(F)F)C=CN2 5-propyl-2-[1-[3-[3-(trifluoromethyl)phenyl]prop-2-ynyl]pyrazol-4-yl]-3H-imidazo[2,1-b]purin-4-one